NOCCN1C(N=C(C=C1)O)=O 1-[2-(aminooxy)ethyl]-4-hydroxy-1,2-dihydropyrimidin-2-one